NC[C@@H]1CN(CC1)C(=O)C1=C(C=C(C=C1)NC(=O)C=1N(C(=CN1)C=1C(=NN(C1)C1=NC=C(C=C1)N)C(F)(F)F)C)Cl N-[4-[(3R)-3-(aminomethyl)pyrrolidine-1-carbonyl]-3-chloro-phenyl]-5-[1-(5-amino-2-pyridinyl)-3-(trifluoromethyl)pyrazol-4-yl]-1-methyl-imidazole-2-carboxamide